(Z)-2-((4-([1,1'-biphenyl]-3-yl)-6-(morpholine-4-carbonyl)quinolin-2-yl)methylene)-1-acetylindolin-3-one C1(=CC(=CC=C1)C1=CC(=NC2=CC=C(C=C12)C(=O)N1CCOCC1)\C=C\1/N(C2=CC=CC=C2C1=O)C(C)=O)C1=CC=CC=C1